Cl.NCC=1N=C2N(C=C(C=C2N2C(N(C(C2)=O)CC)=O)C2CC2)C1 1-(2-(aminomethyl)-6-cyclopropyl-imidazo[1,2-a]pyridin-8-yl)-3-ethylimidazolidine-2,4-dione hydrochloride